4-(3-(2-amino-4-(2-fluoro-4-nitrophenoxy)pyridin-3-yl)propynyl)piperazine-1-carboxylic acid tert-butyl ester C(C)(C)(C)OC(=O)N1CCN(CC1)C#CCC=1C(=NC=CC1OC1=C(C=C(C=C1)[N+](=O)[O-])F)N